7-tert-butyl-3,4-dihydroquinolin-2(1H)-one C(C)(C)(C)C1=CC=C2CCC(NC2=C1)=O